(2Z)-3-(4-bromo-2-nitrophenyl)-2-cyanoprop-2-enoic acid ethyl ester C(C)OC(\C(=C/C1=C(C=C(C=C1)Br)[N+](=O)[O-])\C#N)=O